Cl.C(C)N1N=C(C=C1C=1N=CC2=C(NC3=C(C=C(C=C23)C(=O)N)OCCCCNC)N1)C 2-(1-ethyl-3-methyl-1H-pyrazol-5-yl)-8-(4-(methylamino)butoxy)-9H-pyrimido[4,5-b]indole-6-carboxamide hydrochloride